methyl 5-(7,8-dimethyl-[1,2,4]triazolo[1,5-a]pyridin-6-yl)-6-isopropyl-4H-pyrrolo[3,2-d]thiazole-2-carboxylate CC1=C(C=2N(C=C1C1=C(C=3N=C(SC3N1)C(=O)OC)C(C)C)N=CN2)C